N-(5-((4-(benzo[b]thiophen-3-yl)pyrimidin-2-yl)amino)-4-methoxy-2-(4-methyl-piperazin-1-yl)phenyl)acrylamide S1C2=C(C(=C1)C1=NC(=NC=C1)NC=1C(=CC(=C(C1)NC(C=C)=O)N1CCN(CC1)C)OC)C=CC=C2